2-ethylhexyl 3-((7-(4,4-difluorotetrahydrofuran-2-yl)-5-cyclopropyl-5H-pyrrolo[3,2-d]pyrimidin-2-yl)thio)propionate FC1(CC(OC1)C1=CN(C2=C1N=C(N=C2)SCCC(=O)OCC(CCCC)CC)C2CC2)F